C(C)(C)(C)[Si](OC1(CC(C(=CC1)C1=CC=CC=C1)(O)C(C)O)O[Si](C)(C)C(C)(C)C)(C)C 4,4-bis((Tertbutyldimethylsilyl)oxy)2-(1-hydroxyethyl)[1,1-biphenyl]-2-ol